NC(CN1N=CC(=C1)NC1=NC=C(C(=N1)C1=CC=C(C(=O)O)C=C1)Cl)=O 4-(2-((1-(2-amino-2-oxoethyl)-1H-pyrazol-4-yl)amino)-5-chloropyrimidin-4-yl)benzoic acid